4'-(diethylamino)benzophenone C(C)N(C1=CC=C(C=C1)C(C1=CC=CC=C1)=O)CC